OC[C@H]1N(C[C@@H]([C@H]([C@@H]1O)O)O)C[C@H]1CN(CCC1)C1=NC=CC=C1C(F)(F)F (2R,3R,4R,5S)-2-(hydroxymethyl)-1-(((S)-1-(3-(trifluoromethyl)pyridin-2-yl)piperidin-3-yl)methyl)piperidine-3,4,5-triol